P(=O)(OCC(CCCC)CC)(OCC(CCCC)CC)[O-] anti-di(2-ethylhexyl) phosphate